2-((3R,4R)-3-methoxy-4-((1-methyl-3-(3-methyl-2,6-dioxopiperidin-3-yl)-1H-indazol-6-yl)amino)piperidin-1-yl)-4-((1-methyl-2-oxoindol-5-yl)amino)pyrimidine-5-carbonitrile CO[C@@H]1CN(CC[C@H]1NC1=CC=C2C(=NN(C2=C1)C)C1(C(NC(CC1)=O)=O)C)C1=NC=C(C(=N1)NC=1C=C2CC(N(C2=CC1)C)=O)C#N